CC1=C(C=NC=2OCCNC21)NC2=C(C(NC=C2)=O)C(=O)NC2=CC(=CC=C2)N2CCN(CC2)C 4-((8-methyl-2,3-dihydro-1H-pyrido[2,3-b][1,4]oxazin-7-yl)amino)-N-(3-(4-methylpiperazin-1-yl)phenyl)-2-oxo-1,2-dihydropyridine-3-carboxamide